N-{4-[(5R)-7-chloro-4,4-difluoro-5-hydroxy-2,3,4,5-tetrahydro-1H-1-benzazepin-1-carbonyl]phenyl}-4-fluoro-[1,1'-biphenyl]-2-carboxamide ClC=1C=CC2=C([C@H](C(CCN2C(=O)C2=CC=C(C=C2)NC(=O)C=2C(=CC=C(C2)F)C2=CC=CC=C2)(F)F)O)C1